NCC1=C(C=CC=C1)C#N (aminomethyl)benzene-1-carbonitrile